O1COC=2C1=C1CCO[C@@H](C1=CC2)CN (S)-(8,9-dihydro-6H-[1,3]dioxolo[4,5-f]isochromen-6-yl)methanamine